COCCOCC1=NC(=CC=C1C(=O)C1C(CCCC1=O)=O)C 2-({2-[(2-Methoxyethoxy)methyl]-6-methylpyridin-3-yl}carbonyl)cyclohexane-1,3-dion